C1=CC=CC=2C3=CC=CC=C3C(C12)COC(=O)N[C@H](CCCNC(NS(=O)(=O)C=1C(=C(C2=C(CC(O2)(C)C)C1C)C)C)=N)C(=O)OCC1=CC=CC=C1 benzyl N2-(((9H-fluoren-9-yl)methoxy)carbonyl)-Nω-((2,2,4,6,7-pentamethyl-2,3-dihydrobenzofuran-5-yl)sulfonyl)-D-argininate